P1(=O)(OC2=C(C=C(C=C2C)C)CC2=C(C(=CC(=C2)C)C)O1)[O-] 2,2'-methylene-bis(4,6-di-methylphenyl) phosphate